2-amino-3-(4-hydroxyphenyl)propionic acid NC(C(=O)O)CC1=CC=C(C=C1)O